O1C(CCCC1)OCC12COC(CC1)(CC2)CC 1-(4-(((tetrahydro-2H-pyran-2-yl)oxy)methyl)-2-oxabicyclo[2.2.2]octan-1-yl)ethane